4-(3-propionylphenyl)-1,2,3,6-tetrahydropyridine hydrochloride Cl.C(CC)(=O)C=1C=C(C=CC1)C=1CCNCC1